(S)-2-((6-(1H-pyrazol-1-yl)pyrimidin-4-yl)amino)-4-((2-ethoxyethyl)(4-(5,6,7,8-tetrahydro-1,8-naphthyridin-2-yl)butyl)amino)butanoic acid N1(N=CC=C1)C1=CC(=NC=N1)N[C@H](C(=O)O)CCN(CCCCC1=NC=2NCCCC2C=C1)CCOCC